2-aminoethanol hydrogen sulfate S(=O)(=O)(O)OCCN